C(CCC)[Si](C1=CC=C(C=C1)P(N(P(C1=CC=CC=C1)C1=C(C=CC=C1)F)C(C)C)C1=CC=C(C=C1)[Si](CCCC)(CCCC)CCCC)(CCCC)CCCC N-(bis(4-(tributylsilyl)phenyl)phosphaneyl)-1-(2-fluorophenyl)-N-isopropyl-1-phenylphosphanamine